N[C@H](C(=O)O[C@H]1CN[C@@H](C1)C(=O)N1CCN(CC1)C(C1=C(C=C(C=C1)NC=1C=2N(C=CN1)C(=CN2)C2=C(C(=C(C=C2)OC)F)F)C)=O)CO [(3R,5S)-5-[4-[4-[[3-(2,3-difluoro-4-methoxy-phenyl)imidazo[1,2-a]pyrazin-8-yl]amino]-2-methyl-benzoyl]piperazine-1-carbonyl]pyrrolidin-3-yl] (2S)-2-amino-3-hydroxy-propanoate